COC(=O)N1CC2=C(CC1)NN=C2C(=O)N2CCC(CC2)C2=C(C(=C(C=C2)F)F)C(F)(F)F 3-(4-(3,4-difluoro-2-(trifluoromethyl)phenyl)piperidine-1-carbonyl)-1,4,6,7-tetrahydro-5H-pyrazolo[4,3-c]pyridine-5-carboxylic acid methyl ester